O=C1NC(CCC1NC(=O)C1=CC=CC(=N1)C=1C=C(CNC(OC(C)(C)C)=O)C=CC1)=O tert-butyl (3-(6-((2,6-dioxopiperidin-3-yl)carbamoyl)pyridin-2-yl)benzyl)carbamate